S(C1=CC=C(C(=C1)C(C)(C)C)O)C1=CC=C(C(=C1)C(C)(C)C)O 4,4'-thiobis-(6-tert-butylphenol)